CC1=CC2=C(NC(=N2)C=O)C=C1C 5,6-DIMETHYL-1H-BENZOIMIDAZOLE-2-CARBALDEHYDE